(1r,4r)-4-(3-bromoanilino)-2'-methyl-3'-(propan-2-yl)spiro[cyclohexane-1,1'-indene]-4-carboxylic acid BrC=1C=C(NC2(CCC3(C(=C(C4=CC=CC=C34)C(C)C)C)CC2)C(=O)O)C=CC1